(E)-3-[4-[2-(2,4-Difluorophenyl)-2-hydroxy-3-(1,2,4-triazol-1-yl)propoxy]phenyl]-1-(4-octoxyphenyl)prop-2-en-1-one FC1=C(C=CC(=C1)F)C(COC1=CC=C(C=C1)/C=C/C(=O)C1=CC=C(C=C1)OCCCCCCCC)(CN1N=CN=C1)O